NC1=C(C#N)C=C(C=C1C)C(F)(F)F 2-amino-3-methyl-5-(trifluoromethyl)benzonitrile